FC=1C=NC=2OC(C3C4CCC(CN3C3=NC(N(C1C32)C)=O)N4)C 14-fluoro-9,16-dimethyl-10-oxa-2,12,16,18,20-pentazapentacyclo[9.7.1.14,7.02,8.015,19]icosa-1(18),11(19),12,14-tetraen-17-one